N-(3-((S)-2,6-dioxopiperidin-3-ylamino)phenyl)propanamide O=C1NC(CC[C@@H]1NC=1C=C(C=CC1)NC(CC)=O)=O